C1(=CC=CC=C1)C=1C2=CC=C(N2)C(=C2C=CC(C(=C3C=CC(=C(C=4C=CC1N4)C4=CC=CC=C4)N3)C3=CC=CC=C3)=N2)C2=CC=CC=C2.[Ni] nickel 5,10,15,20-tetraphenylporphyrin